C(C1=CC=CC=C1)N1CCN(CC1)C[C@H](COC=1N=C(C2=C(N1)C(=C(N=C2)Cl)F)N2C[C@@](CCC2)(O)C)OC (R)-1-(2-((R)-3-(4-benzylpiperazin-1-yl)-2-methoxypropoxy)-7-chloro-8-fluoropyrido[4,3-d]pyrimidin-4-yl)-3-methylpiperidin-3-ol